ClC=1C(=C(C=CC1)NCC(=O)N1[C@H]2CC([C@@H]([C@@H]1C(=O)N[C@H](C[C@@H]1C(NCC1)=O)\C=C(/S(=O)(=O)C)\F)CC2)(F)F)C (1R,3R,4R)-2-((3-chloro-2-methylphenyl)glycyl)-5,5-difluoro-N-((R,Z)-4-fluoro-4-(methylsulfonyl)-1-((R)-2-oxopyrrolidin-3-yl)but-3-en-2-yl)-2-azabicyclo[2.2.2]octane-3-carboxamide